NC(C(=O)NC1=CC=2C(C3=C(C(C(=CC3=NC2C=C1)Cl)=O)Cl)(C)C)CCSC 2-amino-N-(6,8-dichloro-9,9-dimethyl-7-oxo-7,9-dihydroacridin-2-yl)-4-(methylthio)butanamide